C1N(CC2=CC=CC=C12)[C@@H]1[C@H](CCCC1)N (1S,2S)-2-(1,3-dihydro-2H-isoindol-2-yl)cyclohexylamine